4-Ethyl-3,4-dihydro-2H-benzo[b][1,4,5]oxathiazepine 1,1-dioxide C(C)C1CNS(C2=C(O1)C=CC=C2)(=O)=O